ClC=1C=C(C(=NC1O[C@H]1CCC2=C(C=CC=C12)C1=CC2=C(OCCO2)C=C1)OC)CNCCN(C)C (S)-N1-((5-chloro-6-((4-(2,3-dihydrobenzo[b][1,4]dioxin-6-yl)-2,3-dihydro-1H-inden-1-yl)oxy)-2-methoxypyridin-3-yl)methyl)-N2,N2-dimethylethane-1,2-diamine